2-[(4-fluorophenyl)acetyl]-8,8-dimethyl-7-oxo-2-azaspiro[3.5]non-5-ene-6-carbonitrile FC1=CC=C(C=C1)CC(=O)N1CC2(C1)C=C(C(C(C2)(C)C)=O)C#N